C1(CC1)C1=C(C(NC=C1)=O)C(=O)NC=1C(=CC=2N(C1)C=C(N2)CCS(=O)(=O)C)OC cyclopropyl-N-[7-methoxy-2-(2-methylsulfonylethyl)imidazo[1,2-a]pyridin-6-yl]-2-oxo-pyridine-3-carboxamide